N,N-diisopropyl-Propylethylamine C(C)(C)N(C(C)C)C(C)CCC